Methyl-6-(N-(3-(1-(cyclopentylmethyl)-5-methyl-1H-pyrazol-4-yl)-6-(8-(thiazolo[5,4-b]pyridin-2-ylcarbamoyl)-3,4-dihydroisoquinolin-2(1H)-yl)picolinoyl)sulfamoyl)hexanoate COC(CCCCCS(NC(C1=NC(=CC=C1C=1C=NN(C1C)CC1CCCC1)N1CC2=C(C=CC=C2CC1)C(NC=1SC2=NC=CC=C2N1)=O)=O)(=O)=O)=O